BrC1=C(C=CC(=C1)Cl)CN1OCC(C1=O)(C)C 2-[(2-bromo-4-chlorophenyl)methyl]-4,4-dimethyl-3-isoxazolidinone